BrCCCCCCO[Si](OC(OCC(SSCCCCCCCCCC)CCCCCCCC)CCCCCCCCCCCCCCC)(C)C 1-bromo-8,8-dimethyl-13-octyl-10-pentadecyl-7,9,11-trioxa-14,15-dithia-8-silapentacosane